C(=O)(O)CCC(=O)C1=CC2=C(S1)C=C(C(=C2F)OCCCOC=2C=C1CN(CC1=CC2OC)C(CCC(=O)O)=O)OC 4-(5-(3-((2-(3-carboxypropionyl)-4-fluoro-6-methoxybenzo[b]thiophen-5-yl)oxy)propoxy)-6-methoxyisoindolin-2-yl)-4-oxobutanoic acid